BrC=1C(=CC=2C3=C(C(=NC2C1F)Cl)C=NN3[C@@H]3C[C@H](N(CC3)C(=O)OC(C)(C)C)CCO[Si](C)(C)C(C)(C)C)Cl tert-butyl (2S,4S)-4-(7-bromo-4,8-dichloro-6-fluoro-1H-pyrazolo[4,3-c]quinolin-1-yl)-2-(2-((tert-butyldimethylsilyl)-oxy)ethyl)piperidine-1-carboxylate